(R)-3-(cyclobutyl(4-methyl-4H-1,2,4-triazol-3-yl)methyl)aniline C1(CCC1)[C@H](C=1C=C(N)C=CC1)C1=NN=CN1C